CC1=NC=C(C(=C1[O-])C(=O)O)CO The molecule is a pyridoxate that is the conjugate base of 4-pyridoxic acid, obtained by deprotonation of the carboxy group. It has a role as a human metabolite. It derives from an isonicotinate. It is a conjugate base of a 4-pyridoxic acid.